O=C1NC(CC[C@@H]1C=1C=C2CCN(CC2=CC1)C(=O)OC(C)(C)C)=O |r| rac-tert-butyl 6-[(3R)-2,6-dioxopiperidin-3-yl]-3,4-dihydro-1H-isoquinoline-2-carboxylate